C1(CC1)C=1C=CC=2N(C1)C=C(N2)CNC2=CC(=NC=N2)NC(=O)[C@@H]2[C@H](C2)C2=CC(=NC(=C2)OC)NC(OC(C)(C)C)=O |r| rac-tert-butyl (4-((1S*,2S*)-2-((6-(((6-cyclopropylimidazo[1,2-a]pyridin-2-yl)methyl)amino)pyrimidin-4-yl)carbamoyl)cyclopropyl)-6-methoxypyridin-2-yl)carbamate